7-methoxy-4-methylbenzo[d]thiazol-2-amine COC1=CC=C(C=2N=C(SC21)N)C